BrC1=CC=C(CC2=NC=NC=C2)C=C1 4-(4-bromobenzyl)pyrimidine